ClC=1C(=NC=CC1)OC[C@@H]1N(CCC1)C1=C(C=C2C(C(=CN(C2=C1)C1=NN2C(CN(CC2)C)=C1)C(=O)O)=O)C#N (R)-7-(2-(((3-chloropyridin-2-yl)oxy)methyl)pyrrolidin-1-yl)-6-cyano-1-(5-methyl-4,5,6,7-tetrahydropyrazolo[1,5-a]pyrazin-2-yl)-4-oxo-1,4-dihydroquinoline-3-carboxylic acid